[Sr+2].B([O-])([O-])[O-].B(O)(O)O.B(O)(O)O.B(O)(O)O.[Na+] sodium tetraborate, strontium salt